[Si](C)(C)(C(C)(C)C)N1N(NC=C1)C (S)-N-(tert-butyldimethylsilyl)-2-methyl-2H-1,2,3-triazole